ClC1=C(C#N)C=C(C(=N1)C)C 2-chloro-5,6-dimethyl-nicotinonitrile